Cl.COC(C1=CC(=C(C=C1)[C@H](C)N)F)=O.[Si](C1=CC=CC=C1)(C1=CC=CC=C1)(C(C)(C)C)OCCCCCC=O 6-((tert-butyldiphenylsilyl)oxy)hexanal methyl-(S)-4-(1-aminoethyl)-3-fluorobenzoate hydrochloride